1-[(4S)-8-chlorochroman-4-yl]-3-[2-(4-pyrrolidin-2-ylphenyl)thiazol-4-yl]urea ClC=1C=CC=C2[C@H](CCOC12)NC(=O)NC=1N=C(SC1)C1=CC=C(C=C1)C1NCCC1